C(=O)CC(=O)OC.[Na] sodium methyl formylacetate